FC[C@@H](OC(=O)NC1=C(N=NN1C)C1=CC=C(C=N1)NC(OC(C)(C)C)=O)C1=CC=CC=C1 tert-butyl (S)-(6-(5-(((2-fluoro-1-phenylethoxy)carbonyl)amino)-1-methyl-1H-1,2,3-triazol-4-yl)pyridin-3-yl)carbamate